5,6,8-trifluoro-2-methyl-7-(4-(trifluoromethyl)piperidin-1-yl)quinazolin-4-amine FC1=C2C(=NC(=NC2=C(C(=C1F)N1CCC(CC1)C(F)(F)F)F)C)N